4-((2R,3S,4S,5R)-3-(3,4-difluoro-2-methoxyphenyl)-4,5-dimethyl-5-(trifluoromethyl)tetrahydrofuran-2-carboxamido)picolinamide FC=1C(=C(C=CC1F)[C@H]1[C@@H](O[C@]([C@H]1C)(C(F)(F)F)C)C(=O)NC1=CC(=NC=C1)C(=O)N)OC